4-(7-(2-amino-7-fluorobenzo[d]thiazol-4-yl)-6-chloro-8-fluoro-2-(((S)-1-methylpyrrolidin-2-yl)methoxy)quinazolin-4-yl)-6-methyl-1,4-oxazepan-6-ol NC=1SC2=C(N1)C(=CC=C2F)C2=C(C=C1C(=NC(=NC1=C2F)OC[C@H]2N(CCC2)C)N2CCOCC(C2)(O)C)Cl